COO[Si](CCCC)(CCCC)CCCC methyltri-butyl-peroxysilane